1-(2-amino-3-iodophenyl)-3-(2-fluorophenyl)-1,3-dihydro-2H-benzo[d]imidazol-2-one NC1=C(C=CC=C1I)N1C(N(C2=C1C=CC=C2)C2=C(C=CC=C2)F)=O